CC1=C(N=C2N(C1=O)C=C(C=C2[C@@H](C)NC2=C(C(=O)O)C=CC=C2)C)N2[C@@H](CC2)C 2-(((R)-1-(3,7-dimethyl-2-((R)-2-methylazetidin-1-yl)-4-oxo-4H-pyrido[1,2-a]pyrimidin-9-yl)ethyl)amino)benzoic acid